C(C)(C)(C)[C@H]1N(CCCC1N(C(C1=C(C=C(C=C1)Br)Cl)=O)C1=NC=CC2=CC(=CC(=C12)C)Cl)C(=O)OCCNCC=1C=NC=C(C1Cl)F 2-[(4-chloro-5-fluoro-3-pyridinyl)methylamino]ethanol tert-butyl-(R)-3-(4-bromo-2-chloro-N-(6-chloro-8-methylisoquinolin-1-yl)benzamido)piperidine-1-carboxylate